4-amino-5-(4-((2-amino-2-oxoethyl)amino)phenyl)-2,2-dimethylpentanoic acid NC(CC(C(=O)O)(C)C)CC1=CC=C(C=C1)NCC(=O)N